(3R)-3-[(1S)-1-[[(S)-tert-butylsulfinyl]amino]-4-hydroxy-3,3-dimethyl-butyl]-3-methyl-pyrrolidine-1-carboxylate C(C)(C)(C)[S@](=O)N[C@@H](CC(CO)(C)C)[C@]1(CN(CC1)C(=O)[O-])C